C(C1=CC=CC=C1)OC1=CC(=C(C=C1)B(O)O)C [4-(benzyloxy)-2-methylphenyl]boronic acid